FC(F)(F)OC=1C(C(=O)NC2=CC=CC=C2)=CC=CC1 trifluoromethyl-salicylanilide